2-dimethylaminoethyl acrylate C(C=C)(=O)OCCN(C)C